1-(4-(7-chloro-4-cyclopentyl-6-(2-fluoro-6-hydroxyphenyl)-1-phthalazinyl)-1-piperazinyl)-2-propen-1-one ClC1=C(C=C2C(=NN=C(C2=C1)N1CCN(CC1)C(C=C)=O)C1CCCC1)C1=C(C=CC=C1O)F